C(#N)[C@H](C[C@H]1C(NCC1)=O)NC(C(=CC1CC1)NC(CCC1=CC(=CC(=C1)F)F)=O)=O (S)-N-((S)-1-cyano-2-((S)-2-oxopyrrolidin-3-yl)ethyl)-3-cyclopropyl-2-(3-(3,5-difluorophenyl)-propanamido)propenamide